ClC1=C(C(=O)O)C(=CC(=C1)N1[C@H](COCC1)C(F)(F)F)F (R)-2-chloro-6-fluoro-4-(3-(trifluoromethyl)morpholino)benzoic acid